5-[3-[5-chloro-2-[[5-(2-oxopyrrolidin-1-yl)-3-pyridyl]amino]pyrimidin-4-yl]piperidine-1-carbonyl]-1H-pyridin-2-one ClC=1C(=NC(=NC1)NC=1C=NC=C(C1)N1C(CCC1)=O)C1CN(CCC1)C(=O)C=1C=CC(NC1)=O